(R)-5-ethyl-3-(trifluoromethyl)-5,6,6a,7,9,10-hexahydro-8H-pyrazino[1,2-a]pyrido[3,2-e]pyrazin C(C)N1C[C@@H]2N(C3=C1C=C(C=N3)C(F)(F)F)CCNC2